N1=C(C=CC=C1)CNCC1=CC=C(C=C1)CNC1CCC=2C=CC=NC2C1 N-(2-pyridylmethyl)-N'-(5,6,7,8-tetrahydro-7-quinolinyl)-1,4-xylylenediamine